(R)-5-chloro-2-(1-((1-methylpiperidin-3-yl)amino)pyrrolo[1,2-d][1,2,4]triazin-4-yl)phenol ClC=1C=CC(=C(C1)O)C1=NN=C(C=2N1C=CC2)N[C@H]2CN(CCC2)C